N-methyl-N-(1-oxo-2,3-dihydro-1H-inden-5-yl)acrylamide CN(C(C=C)=O)C=1C=C2CCC(C2=CC1)=O